(2R,3R,11bR)-3-(tert-butoxy)-10-methoxy-9-(2-(trifluoromethoxy)ethoxy)-1,3,4,6,7,11b-hexahydro-2H-pyrido[2,1-a]isoquinolin-2-ol C(C)(C)(C)O[C@H]1[C@@H](C[C@H]2N(CCC3=CC(=C(C=C23)OC)OCCOC(F)(F)F)C1)O